C1(=CC=CC=C1)C(C)SC(CC1=CC=CC=C1)=S 1-Phenylethylphenyldithioacetat